ClC(Cl)(Cl)C1=CC(=NN=N1)C(Cl)(Cl)Cl bis(trichloromethyl)-triazine